2,3-dimethylcyclopentyltrimethoxysilane CC1C(CCC1C)[Si](OC)(OC)OC